CCCCCCCCCCCCCCCCCCCCCCCCCC(=O)N[C@@H](CO[C@H]1[C@@H]([C@H]([C@@H]([C@H](O1)CO)O)O)O)[C@@H](/C=C/CCCCCCCCCCCCC)O The molecule is a beta-D-glucosylceramide where the ceramide N-acyl group is specified as hexacosanoyl. It has a role as a mouse metabolite. It derives from a hexacosanoic acid.